N1C=CC2=CC=CC(=C12)CN1CCC(CC1)N1C(N(C2=C1C=CC=C2)CC2=C(C=C(C=C2)C=2OC(=NN2)C(F)F)F)=O 1-(1-((1H-indol-7-yl)methyl)piperidin-4-yl)-3-(4-(5-(difluoromethyl)-1,3,4-oxadiazol-2-yl)-2-fluorobenzyl)-1,3-dihydro-2H-benzo[d]imidazol-2-one